ClC1=CC=C(C=C1)C(C1=CC=C(C=C1)Cl)NC(C(C(=O)OCC)(C)NC(=O)OC(C)(C)C)=O ethyl 3-((bis(4-chlorophenyl)methyl)amino)-2-((boc)amino)-2-methyl-3-oxopropanoate